BrC=1C(=C(C#N)C=CC1C(C)C)C(C)C 3-bromo-2,4-bis(propan-2-yl)benzonitrile